P(=O)(O)(O)O.CC=1C=NC=CC1C 3,4-dimethylpyridine phosphate